(R)-2-(3-methyl-1-(3-methylbut-2-en-1-yl)-2-oxoindol-3-yl)acetic acid C[C@@]1(C(N(C2=CC=CC=C12)CC=C(C)C)=O)CC(=O)O